CC1=NNC=2C1=C1C=3CCC(CC3C(=NC1=CC2)C=2C(=NN(C2)C)C(F)(F)F)C#N 1-methyl-7-(1-methyl-3-(trifluoromethyl)-1H-pyrazol-4-yl)-8,9,10,11-tetrahydro-3H-pyrazolo[4,3-a]phenanthridine-9-carbonitrile